FC1=C(C=C(C=N1)NC(=O)C=1C(=C(N2CCCCC12)C(C(=O)NCC(CO)(C)C)=O)C)C N-(6-fluoro-5-methylpyridin-3-yl)-3-(2-((3-hydroxy-2,2-dimethylpropyl)amino)-2-oxoacetyl)-2-methyl-5,6,7,8-tetrahydroindolizine-1-carboxamide